FC1=CC=C(C=C1)C(C(C(CC)=O)C)=O 1-(4-fluorophenyl)-2-methylpentane-1,3-dione